FC(C1(CC(C1)C(=O)N1CC2(C1)CCC(CC2)OC2=NC(=C(C=C2)C)C(F)(F)F)O)F ((1s,3s)-3-(Difluoromethyl)-3-hydroxycyclobutyl)(7-((5-methyl-6-(trifluoromethyl)pyridin-2-yl)oxy)-2-azaspiro[3.5]nonan-2-yl)methanone